C(C)N1C(C2=COC(C3=CN4C(C(OCCCCC[C@@H](NC1=O)CCC(F)(F)F)=N3)=NC=C4)=N2)C (15R)-12-ethyl-11-methyl-15-(3,3,3-trifluoropropyl)-11,12,15,16,17,18,19,20-octahydro-6,22:10,7-di(azeno)imidazo[2,1-c][1,8,4,12,14]dioxatri-azacycloicosin-13(14H)-one